(1S,2S,3R,5S)-2-(2-aminoethyl)-6,6-dimethylbicyclo[3.1.1]heptane-2,3-diol NCC[C@@]1([C@@H]2C([C@H](C[C@H]1O)C2)(C)C)O